C1(=C(C(=C(C(=C1)[2H])[2H])[2H])[2H])NC1=C(C(=C(C(=C1[2H])[2H])[2H])[2H])[2H] N-(phenyl-2,3,4,5-d4)benzen-d5-amine